3-(N-(5-chloro-2-(4,4-difluoropiperidin-1-yl)phenyl)sulfamoyl)-4-methoxybenzoic acid ClC=1C=CC(=C(C1)NS(=O)(=O)C=1C=C(C(=O)O)C=CC1OC)N1CCC(CC1)(F)F